C(C)(C)(C)OC(=O)N1[C@@H](CN(CC1)CC1=CC=C(C=C1)OC(F)F)COC(F)F (S)-4-(4-(difluoromethoxy)benzyl)-2-((difluoromethoxy)methyl)piperazine-1-carboxylic acid tert-butyl ester